FC1=CC=C(C=C1)[C@H]1CCN(C1)CCOC (3S,4R)-4-(4-fluorophenyl)-1-(2-methoxyethyl)pyrrolidin